bis(4-methoxyphenyl)aniline COC1=CC=C(C=C1)N(C1=CC=CC=C1)C1=CC=C(C=C1)OC